methyl 4-(4-bromo-2,6-difluorophenyl)-4-cyanobutanoate BrC1=CC(=C(C(=C1)F)C(CCC(=O)OC)C#N)F